C(C=C)(=O)OCCN1C(C=CC1=O)=O 2-(2,5-dioxo-2,5-dihydro-1H-pyrrol-1-yl)ethyl acrylate